N-(1-cyano-1,2-dimethylpropyl)-2-(2,4-dichlorophenoxy)propionamide C(#N)C(C(C)C)(C)NC(C(C)OC1=C(C=C(C=C1)Cl)Cl)=O